Cl.FC1=CNC2=CC(=CC=C12)N 3-fluoro-1H-indol-6-amine hydrochloride